FC(C(=O)O)(F)F.FC(C(=O)O)(F)F.NC1=CC=C(C(=N1)C)CNC([C@H](C)NC(=O)[C@@H]1NC[C@H](C1)CC1=CC(=CC=C1)C1CC1)=O (2R,4S)-N-((S)-1-(((6-amino-2-methylpyridin-3-yl)methyl)amino)-1-oxopropan-2-yl)-4-(3-cyclopropylbenzyl)pyrrolidine-2-carboxamide bis-trifluoroacetate